O1CC(CC1)CN1CC(NCC1)=O 4-((tetrahydrofuran-3-yl)methyl)piperazin-2-one